N1=C(C=CC=C1)C1C(CCC(C1C(=O)N)C(C)C)C 2-(pyridin-2-yl)-3-p-menthanecarboxamide